(2R)-2-amino-3-(3-chloro-4-methoxyphenyl)propionic acid methyl ester COC([C@@H](CC1=CC(=C(C=C1)OC)Cl)N)=O